1-[2-(oxan-4-yl)-2-oxoethyl]-1,3,5,7-tetraazatricyclo[3.3.1.13,7]decan-1-ium bromide [Br-].O1CCC(CC1)C(C[N+]12CN3CN(CN(C1)C3)C2)=O